N-[8-Hydroxy-2,2-dimethyl-6-[4-[(E)-3-phenylprop-2-enoyl]phenoxy]-4,4a,6,7,8,8a-hexahydropyrano[3,2-d][1,3]dioxin-7-yl]acetamide OC1C(C(OC2C1OC(OC2)(C)C)OC2=CC=C(C=C2)C(\C=C\C2=CC=CC=C2)=O)NC(C)=O